CN1CC2CCC(C1)N2C(=O)C=2C=C1C(=NC2)NC=C1C1=CC=2N(C=C1)N=CC2 (3-methyl-3,8-diazabicyclo[3.2.1]octan-8-yl)(3-(pyrazolo[1,5-a]pyridin-5-yl)-1H-pyrrolo[2,3-b]pyridin-5-yl)methanone